C(C)N(C1=CC(=C(C=C1)C(C(=O)[O-])(O)C1CCCCC1)C#CCC)CC 4-diethylamino-2-butynylphenylcyclohexyl-glycolate